ONC(C=CC1=C(C=CC=C1)N1C(CN(CC1)C1=CC=C(C=C1)C(F)(F)F)=O)=O N-hydroxy-3-(2-(2-oxo-4-(4-(trifluoromethyl)phenyl)piperazin-1-yl)phenyl)acrylamide